N-(4-fluorophenyl)-N-(2-((4-sulfamoylphenyl)amino)pyrimidin-4-yl)cyclopropane-1,1-dicarboxamide FC1=CC=C(C=C1)N(C(=O)C1(CC1)C(=O)N)C1=NC(=NC=C1)NC1=CC=C(C=C1)S(N)(=O)=O